4-[3-(1-ethyl-3-methyl-1H-pyrazol-5-yl)-1H-1,2,4-triazol-5-yl]-1-methyl-1H-indazole-6-carboxylate C(C)N1N=C(C=C1C1=NNC(=N1)C1=C2C=NN(C2=CC(=C1)C(=O)[O-])C)C